[Si](C)(C)(C(C)(C)C)OCC(CO[Si](C)(C)C(C)(C)C)=O 1,3-bis[[tert-butyl(dimethyl)silyl]oxy]propan-2-one